FC1=C(C=CC=C1)C1=CC=C(C=C1)CCCNC(C1=C(N=CC=C1)C)=O N-(3-(2'-fluoro-[1,1'-biphenyl]-4-yl)propyl)-2-methylnicotinamide